N1(CCC1)C=1C2=C(N=C(N1)C)CN(C2)C(=O)OC2CN(C2)C2=CC(=NC=C2)OC 1-(2-Methoxypyridin-4-yl)azetidin-3-yl 4-(azetidin-1-yl)-2-methyl-5,7-dihydro-6H-pyrrolo[3,4-d]pyrimidine-6-carboxylate